5-chloro-6-(methoxymethyl)pyridin-3-amine ClC=1C=C(C=NC1COC)N